O=C1NC(CCC1N1C(C2=CC=C(C=C2C1)C(=O)N[C@H](CC(F)(F)F)C1=CC(=CC=C1)F)=O)=O 2-(2,6-dioxopiperidin-3-yl)-1-oxo-N-((R)-3,3,3-trifluoro-1-(3-fluorophenyl)propyl)isoindoline-5-carboxamide